3-{4-[(2-cyclopropylethyl)[(1r,4r)-4-(4H-1,2,4-triazol-3-yl)cyclohexyl]amino]-1-oxo-3H-isoindol-2-yl}piperidine-2,6-dione C1(CC1)CCN(C1=C2CN(C(C2=CC=C1)=O)C1C(NC(CC1)=O)=O)C1CCC(CC1)C1=NN=CN1